3-{4-[3-(6-[1,2,4]Oxadiazol-3-yl-pyridin-2-yloxy)-propyl]-piperazin-1-yl}-benzo[d]isothiazole O1N=C(N=C1)C1=CC=CC(=N1)OCCCN1CCN(CC1)C1=NSC2=C1C=CC=C2